FC=1C=C2CCNCC2=CC1N 6-fluoro-1,2,3,4-tetrahydroisoquinolin-7-amine